4-sec-butyl-2,6-di-tert-butylphenol C(C)(CC)C1=CC(=C(C(=C1)C(C)(C)C)O)C(C)(C)C